2-amino-3-(3-hydroxyphenyl)propionic acid methyl ester hydrochloride Cl.COC(C(CC1=CC(=CC=C1)O)N)=O